[Si](C1=CC=CC=C1)(C1=CC=CC=C1)(C(C)(C)C)OC1=C(C(=CC=C1)F)C=1C(=CC2=C(N(C(NC2=O)=O)CC2CC2)N1)Cl 7-(2-((tert-butyldiphenylsilyl)oxy)-6-fluorophenyl)-6-chloro-1-(cyclopropylmethyl)pyrido[2,3-d]Pyrimidine-2,4(1H,3H)-dione